C(CCC)OC1=C(C(=C(C(=C1)SC1=CC=CC=C1)C1=C(C(=C(C=C1)OCC)F)F)F)F 1-butoxy-4-(4-ethoxy-2,3-difluoro-phenyl)-2,3-difluoro-5-phenylsulfanyl-benzene